6-methyl-4,6-heptanediol CC(CC(CCC)O)(C)O